C(C(C)C)(=O)NCCCCCCC(=O)NC1=CC(=CC=C1)C(F)(F)F 7-isobutyramido-N-(3-(trifluoromethyl)phenyl)heptanamide